7-(3-(4-(3-(1H-imidazol-1-yl)propanamido)-2,6-dimethylphenoxy)-5-methylphenyl)-N-ethyl-5-methyl-4-oxo-4,5-dihydrothieno[3,2-c]pyridine-2-carboxamide N1(C=NC=C1)CCC(=O)NC1=CC(=C(OC=2C=C(C=C(C2)C)C=2C3=C(C(N(C2)C)=O)C=C(S3)C(=O)NCC)C(=C1)C)C